N1(CCC1)C1=NC=C(C(=N1)C1CC1)CN1N=CC(=C1)N 1-((2-(Azetidin-1-yl)-4-cyclopropylpyrimidin-5-yl)methyl)-1H-pyrazol-4-amine